N1C(=NC2=C1C=CC=C2)CSC2=NC1=NC=CN=C1C(N2[C@@H](C)C2=CC=CC=C2)=O (S)-2-(((1H-Benzo[d]imidazol-2-yl)methyl)thio)-3-(1-phenylethyl)pteridin-4(3H)-one